C(#N)C1=C(C(=O)O)C=CC(=C1)N1[C@@H]2C[C@H]([C@H](C1)C2)OCC=2C(=NOC2C2CC2)C2=C(C=CC=C2Cl)Cl 2-cyano-4-[(1S,4S,5R)-5-[[5-cyclopropyl-3-(2,6-dichlorophenyl)-1,2-oxazol-4-yl]methoxy]-2-azabicyclo[2.2.1]heptan-2-yl]benzoic acid